CN1CCN(CC1)CCC(=O)N1CCN(C2=CC=CC=C12)C=1C=NC=CC1 3-(4-Methylpiperazin-1-yl)-1-(4-(pyridin-3-yl)-3,4-dihydroquinoxalin-1(2H)-yl)propan-1-one